C(C)N(C1=CC=C(C(=O)C2=CC=C(C=C2)N(CC)CC)C=C1)CC 4,4'-Bis(diethylamino)benzophenon